CC1CCCC(=N1)C1=NC=C(C=C1)C(F)(F)F 6-methyl-5'-trifluoromethyl-3,4,5,6-tetrahydro-2,2'-bipyridine